C(C)(C)(C)OC(=O)N[C@@H](C(C)C)C(=O)N1CCN(CC1)C(=O)[O-] 4-((tert-butoxycarbonyl)-L-valyl)piperazine-1-carboxylate